3-methyl-3-octadien-ol CC(C=C)(C=CCCC)O